N,N,N',N''-tetramethyltriethylenetetramine CN(CCN(CCN(CCN)C)C)C